N1-(benzo[d]thiazol-2-yl)benzene-1,4-diamine S1C(=NC2=C1C=CC=C2)NC2=CC=C(C=C2)N